ClCC(=O)N1CCN(CC1)S(=O)(=O)C1=CC=CC=C1 2-chloro-1-(4-(benzenesulfonyl)piperazin-1-yl)ethan-1-one